C(C)N1C(N(C(C12CCN(CC2)CC2CCOCC2)=O)C=2C=C(C#N)C=C(C2)C)=O 3-(1-ethyl-2,4-dioxo-8-((tetrahydro-2H-pyran-4-yl)methyl)-1,3,8-triazaspiro[4.5]decan-3-yl)-5-methylbenzonitrile